F[C@@H]1[C@H]2CCC[C@@H](C[C@@H]1OC1=CC=C(N=N1)C1=C(C=C(C=C1)C=1N=C(SC1)C)O)N2 2-(6-(((1r,2r,3s,5s)-2-fluoro-9-azabicyclo[3.3.1]non-3-yl)oxy)pyridazin-3-yl)-5-(2-methylthiazol-4-yl)phenol